FC(C(C1=CC=NC=C1)C1=NNC(C2=CC=CC=C12)=O)(F)F 4-(2,2,2-trifluoro-1-(pyridin-4-yl)ethyl)phthalazin-1(2H)-one